C(=O)(OC(C)(C)C)N1C2CCCCC12 N-Boc-7-azabicyclo[4.1.0]heptane